OC=1C(=C(C(=O)[O-])C=CC1O)C.CN(C)CCCC(=O)[O-].CC(C(C[N+](C)(C)C)OCCCCCCCC\C=C/CCCCCCCC)OCCCCCCCC\C=C/CCCCCCCC.CC(C(C[N+](C)(C)C)OCCCCCCCC\C=C/CCCCCCCC)OCCCCCCCC\C=C/CCCCCCCC methyl-trimethyl-2,3-dioleyloxypropylammonium 4-(N,N-dimethylamino)butanoate 3,4-dihydroxy-2-methylbenzoate